N-(4'-bromo-[1,1'-biphenyl]-2-yl)-3-(difluoromethyl)-1-methyl-1H-pyrazole-4-carboxamide BrC1=CC=C(C=C1)C1=C(C=CC=C1)NC(=O)C=1C(=NN(C1)C)C(F)F